C(C)C1=CC=C(C=C1)[C@H]1CC2(CN(C2)C(=O)C2CC(C2)(C)O)CC1 |r| (rac)-(6-(4-ethylphenyl)-2-azaspiro[3.4]oct-2-yl)((1s,3s)-3-hydroxy-3-methylcyclobutyl)methanone